(3-(3-fluoro-4-((2-methyl-1H-imidazol-1-yl)methyl)phenyl)-5-isobutylthiophene-2-yl)sulfonylcarbamic acid 2-methoxyethyl ester COCCOC(NS(=O)(=O)C=1SC(=CC1C1=CC(=C(C=C1)CN1C(=NC=C1)C)F)CC(C)C)=O